CC=1C(N(C=CC1)C=1C=NC(=CC1)N[C@@H]1C[C@H](CC1)NC(OC(C)(C)C)=O)=O tert-Butyl ((1S,3S)-3-((3-methyl-2-oxo-2H-[1,3'-bipyridin]-6'-yl)amino)cyclopentyl)carbamate